C(C)(=O)N1[C@@H](C[C@H](C1)O[Si](C)(C)C(C)(C)C)C(=O)O (2S,4R)-1-acetyl-4-((tert-butyldimethylsilyl)oxy)pyrrolidine-2-carboxylic acid